ethyl di-(1-heptyl) phosphate P(=O)(OCC)(OCCCCCCC)OCCCCCCC